C(C)(C)(C)OC(=O)N[C@H](C(=O)OC)CC1C(NC2(C1)CCN(CC2)S(=O)(=O)C)=O methyl (2S)-2-((tert-butoxycarbonyl)amino)-3-(8-(methylsulfonyl)-2-oxo-1,8-diazaspiro[4.5]decan-3-yl)propanoate